1-phenoxy-2,3-propanediol (+/-)-tert-butyl-((cis)-1-(2-(1-ethyl-1H-indol-2-yl)-1-methyl-1H-benzo[d]imidazole-5-carbonyl)-4-methoxypiperidin-3-yl)carbamate C(C)(C)(C)N(C(O)=O)[C@@H]1CN(CC[C@@H]1OC)C(=O)C1=CC2=C(N(C(=N2)C=2N(C3=CC=CC=C3C2)CC)C)C=C1.O(C1=CC=CC=C1)CC(CO)O |r|